C1(=CC=CC=C1)NC(=O)C=1C(=CC=CC1)C1=CC=CC=C1 N-phenyl-[1,1'-biphenyl]-2-carboxamide